(6-(Methyl(7H-pyrrolo[2,3-d]pyrimidin-4-yl)amino)-2-azaspiro[3.3]heptan-2-yl)(3-(trifluoromethyl)phenyl)methanon CN(C1CC2(CN(C2)C(=O)C2=CC(=CC=C2)C(F)(F)F)C1)C=1C2=C(N=CN1)NC=C2